3-methyl-2-oxopentanoic acid (3-methyl-2-oxovalerate) CC(C(C(=O)O)=O)CC.CC(C(C(=O)O)=O)CC